ClC=1N=CC=C2C=CC(=NC12)NC12CCC(CC1)(CC2)CNC2=NC=C(C=N2)CC(=O)NC2COC2 2-[2-[[4-[(8-chloro-1,7-naphthyridin-2-yl)amino]-1-Bicyclo[2.2.2]octyl]methylamino]pyrimidin-5-yl]-N-(oxetan-3-yl)acetamide